(4-methylphenyl)[4-(propan-2-yl)phenyl]iodonium tetrakis(2,3,4,5,6-pentafluorophenyl)borate FC1=C(C(=C(C(=C1F)F)F)F)[B-](C1=C(C(=C(C(=C1F)F)F)F)F)(C1=C(C(=C(C(=C1F)F)F)F)F)C1=C(C(=C(C(=C1F)F)F)F)F.CC1=CC=C(C=C1)[I+]C1=CC=C(C=C1)C(C)C